3-benzyl-7-chloro-6-(4-methoxyphenyl)-5-methyl-2-phenylpyrazolo[1,5-a]pyrimidine C(C1=CC=CC=C1)C=1C(=NN2C1N=C(C(=C2Cl)C2=CC=C(C=C2)OC)C)C2=CC=CC=C2